NC1CCC(CC1)N(C1=C2CN(C(C2=CC=C1)=O)C1C(NC(CC1)=O)=O)CC1=CC=CC=C1 3-(4-(((1r,4r)-4-aminocyclohexyl)(benzyl)amino)-1-oxoisoindolin-2-yl)piperidine-2,6-dione